N[C@H](CC1=C(C2=NC(=CC(=C2S1)NCC=1SC=CN1)Cl)Br)C=C 2-[(2R)-2-aminobut-3-en-1-yl]-3-bromo-5-chloro-N-[(1,3-thiazol-2-yl)methyl]thieno[3,2-b]pyridin-7-amine